4-(Hexahydropyrrolo[1,2-a]pyrazin-2(1H)-yl)-N-(2-phenoxyethyl)-1H-benzo[d]imidazole-1-carboxamide C1C2N(CCN1C1=CC=CC=3N(C=NC31)C(=O)NCCOC3=CC=CC=C3)CCC2